C1(=CC=CC=C1)CCC(=O)NC=1C=C(C=CC1)N1N=NC(=C1)C=1C=C(C(=O)O)C=CN1 2-(1-(3-(3-phenylpropanamido)phenyl)-1H-1,2,3-triazol-4-yl)isonicotinic acid